5-(4-bromo-2,6-dichloro-phenoxy)-2-methoxy-benzenesulfinic acid BrC1=CC(=C(OC=2C=CC(=C(C2)S(=O)O)OC)C(=C1)Cl)Cl